ClC1=C(C=C(C#N)C=C1)C=1NC2=CC(=C(C(=C2C(C1)=O)F)C1=NN(C=C1)CC(CO)O)F 4-chloro-3-(6-(1-(2,3-dihydroxypropyl)-1H-pyrazol-3-yl)-5,7-difluoro-4-oxo-1,4-dihydroquinolin-2-yl)benzonitrile